ClC1=CC(=NC(=N1)C(F)F)N1CC2(C1)CN(CC2)C(=O)OC(C)(C)C tert-butyl 2-(6-chloro-2-(difluoromethyl)pyrimidin-4-yl)-2,6-diazaspiro[3.4]octane-6-carboxylate